tert-butyl N-tert-butoxycarbonyl-N-[3-fluoro-4-[[5-[2-fluoro-4-(2-methylprop-1-enyl)anilino]-4-methyl-3-pyridyl]methyl]-2-pyridyl]carbamate C(C)(C)(C)OC(=O)N(C(OC(C)(C)C)=O)C1=NC=CC(=C1F)CC=1C=NC=C(C1C)NC1=C(C=C(C=C1)C=C(C)C)F